FC=1C=C(C=CC1F)N1C(=C(C2=CC(=CC=C12)O)C1CC(C1)C(=O)OC)C(C)C methyl 3-[1-(3,4-difluorophenyl)-5-hydroxy-2-isopropyl-indol-3-yl]cyclobutanecarboxylate